6-bromo-1-methyl-4-oxo-1,4-dihydro-1,8-naphthyridine-3-carboxylic acid tert-butyl ester C(C)(C)(C)OC(=O)C1=CN(C2=NC=C(C=C2C1=O)Br)C